2,4-difluoro-1-(methylsulfonyl)benzene FC1=C(C=CC(=C1)F)S(=O)(=O)C